FC=1C(=NC=CC1)CC1=NN2C(=NC(=C(C2=N1)C=1C=CC=2N(C1)C=CN2)N2N=NC=C2)N 2-[(3-Fluoropyridin-2-yl)methyl]-8-[imidazo[1,2-a]pyridin-6-yl]-7-(1H-1,2,3-triazol-1-yl)-[1,2,4]triazolo[1,5-c]pyrimidin-5-amine